C(CCCCCCCCC\C=C\CCCCCC)(=O)O (E)-octadec-11-enoic acid